FC1=C(C(=C(C(=C1NC(=O)N)F)F)F)F pentafluorophenyl-urea